C1(=CC=CC=C1)[Si](C=C)(C1=CC=CC=C1)C1=CC=CC=C1 triphenyl-(vinyl)silane